N1C=CC=2C1=NC=CC2CN2CC1=C(CC2)C(=CS1)C(=O)NC1=CC(=NN1C1=CC=C(C=C1)C)C(C)(C)C 6-((1H-pyrrolo[2,3-b]pyridin-4-yl)methyl)-N-(3-(tert-butyl)-1-(p-tolyl)-1H-pyrazol-5-yl)-4,5,6,7-tetrahydrothieno[2,3-c]pyridine-3-carboxamide